3a-Hydroxy-1-(4-hydroxyphenyl)-6-methyl-3,3a-dihydro-1H-pyrrolo[2,3-b]quinolin-4(2H)-on OC12C(=NC3=CC=C(C=C3C1=O)C)N(CC2)C2=CC=C(C=C2)O